(3aR,6aS)-5-methyl-2-((6Z,9Z)-octadeca-6,9-dien-1-yl)-2-((9Z,12Z)-octadeca-9,12-dien-1-yl)tetrahydro-3aH-[1,3]dioxolo[4,5-c]pyrrole CN1C[C@H]2[C@@H](C1)OC(O2)(CCCCCCCC\C=C/C\C=C/CCCCC)CCCCC\C=C/C\C=C/CCCCCCCC